The molecule is an acyl-CoA(4-) arising from deprotonation of the phosphate and diphosphate functions of (12Z,15Z,18Z,21Z,24Z,27Z)-triacontahexaenoyl-CoA. It is a polyunsaturated fatty acyl-CoA(4-) and a very long-chain acyl-CoA(4-). It is a conjugate base of a (12Z,15Z,18Z,21Z,24Z,27Z)-triacontahexaenoyl-CoA. CC/C=C\\C/C=C\\C/C=C\\C/C=C\\C/C=C\\C/C=C\\CCCCCCCCCCC(=O)SCCNC(=O)CCNC(=O)[C@@H](C(C)(C)COP(=O)([O-])OP(=O)([O-])OC[C@@H]1[C@H]([C@H]([C@@H](O1)N2C=NC3=C(N=CN=C32)N)O)OP(=O)([O-])[O-])O